ClC1=NC(=CC(=N1)C1(CC(C1)C)C(=O)O)NCC 1-[2-chloro-6-(ethylamino)pyrimidin-4-yl]-3-methylcyclobutane-1-carboxylic acid